C(C)(C)(C)OC(=O)N1[C@H](CN(CC1)C1=C(C(=NC2=CC(=C(C=C12)F)Br)Cl)C#N)CC#N (S)-4-(7-bromo-2-chloro-3-cyano-6-fluoroquinolin-4-yl)-2-(cyanomethyl)piperazine-1-carboxylic acid tert-butyl ester